2-(4-tert-butyl-5-chloro-3-fluoro-2-methyl-phenyl)-4,4,5,5-tetramethyl-1,3,2-dioxaborolane C(C)(C)(C)C1=C(C(=C(C=C1Cl)B1OC(C(O1)(C)C)(C)C)C)F